1-((1S,3R)-3-aminocyclohexyl)-1H-imidazo[4,5-c]pyridine-7-carbonitrile N[C@H]1C[C@H](CCC1)N1C=NC=2C=NC=C(C21)C#N